NC1=C(C=C(C(=C1)OC)OC)C(C)=O 1-(2-amino-4,5-dimethoxyphenyl)ethan-1-one